C1(CC1)C=1C(=CC=2N(N1)C(=CN2)C2=C(C=C(C(=N2)N[C@H]2CN(CC[C@@H]2F)C(=O)OC(C)(C)C)F)F)OC([2H])([2H])[2H] tert-butyl (3S,4S)-3-[[6-[6-cyclopropyl-7-(trideuteriomethoxy)imidazo[1,2-b]pyridazin-3-yl]-3,5-difluoro-2-pyridyl]amino]-4-fluoro-piperidine-1-carboxylate